FC(C1=CC=CC=2N=CNC21)(F)F 4-(trifluoromethyl)-3H-1,3-benzodiazole